OC(CC1=C(C=C(C(=C1)F)F)F)=C1C(OC(OC1=O)(C)C)=O 5-(1-hydroxy-2-(2,4,5-trifluorophenyl)ethylidene)-2,2-dimethyl-1,3-dioxane-4,6-dione